C(C)C1=NN(C2=C1C(NCC1(CCOCC1)C2)=O)CCCC2(CC(C2)O)C(=O)O 3-(3-Ethyl-4-oxo-spiro[6,8-dihydro-5H-pyrazolo[4,3-c]azepin-7,4'-tetrahydropyran]-1-yl)propyl-3-hydroxycyclobutanecarboxylic acid